tert-butyl 2-[[tert-butyl(diphenyl)silyl]oxymethyl]-3,3-dimethyl-piperidine-1-carboxylate [Si](C1=CC=CC=C1)(C1=CC=CC=C1)(C(C)(C)C)OCC1N(CCCC1(C)C)C(=O)OC(C)(C)C